N-(6-((5-bromo-2-((5-fluoro-2-methoxy-4-(4-(4-methyl-1,4-diazepan-1-yl)piperidin-1-yl)phenyl)amino)pyrimidin-4-yl)amino)-2,3-dihydrobenzofuran-5-yl)-N-methylmethanesulfonamide BrC=1C(=NC(=NC1)NC1=C(C=C(C(=C1)F)N1CCC(CC1)N1CCN(CCC1)C)OC)NC1=CC2=C(CCO2)C=C1N(S(=O)(=O)C)C